BrC=1N=CC(=NC1)C1CN(C1)C(=O)OC(C)(C)C tert-butyl 3-(5-bromopyrazin-2-yl)azetidine-1-carboxylate